ClC=1C=C(C(=O)N2CC=3C(C[C@H]2C)=NN(C3C(=O)OCC)[C@@H](CNC(C)C=3OC(=NN3)C)C)C=CC1Cl (6R)-ethyl 5-(3,4-dichlorobenzoyl)-6-methyl-2-((2R)-1-((1-(5-methyl-1,3,4-oxadiazol-2-yl)ethyl)amino)propan-2-yl)-4,5,6,7-tetrahydro-2H-pyrazolo[4,3-c]pyridine-3-carboxylate